trifluoroacetylacetone terbium [Tb].FC(C(=O)CC(C)=O)(F)F